ClC1=C2C(N(C(NC2=C(C=C1)S(=O)(=O)C1=CC(=C2C=CN(C2=C1)C1COC1)F)=O)O)=O 5-chloro-8-((4-fluoro-1-(oxetan-3-yl)-1H-indol-6-yl)sulfonyl)-3-hydroxyquinazoline-2,4(1H,3H)-dione